[Na].[Na].[Na].CC=1N=C(C=2N=CN([C@H]3[C@H](S)[C@H](O)[C@@H](CO)O3)C2N1)N 2-methylthioadenosine trisodium salt